4-[2-[4-[3-[4-cyano-3-(trifluoromethyl)phenyl]-5,5-dimethyl-4-oxo-2-thioxo-imidazolidin-1-yl]-2-fluoro-phenoxy]ethyl]piperazine-1-carboxylic acid tert-butyl ester C(C)(C)(C)OC(=O)N1CCN(CC1)CCOC1=C(C=C(C=C1)N1C(N(C(C1(C)C)=O)C1=CC(=C(C=C1)C#N)C(F)(F)F)=S)F